N-(5-(cinnolin-4-yl)pyridin-3-yl)-2-oxo-2-(o-tolyl)acetamide N1=NC=C(C2=CC=CC=C12)C=1C=C(C=NC1)NC(C(C1=C(C=CC=C1)C)=O)=O